(1R)-1-(pyrimidin-2-yl)ethan-1-ol N1=C(N=CC=C1)[C@@H](C)O